tert-butyl-(1R,4R)-5-(4-((4-(1,1-dioxido-2,3-dihydro-5H-thieno[3,2-e][1,4]oxathiepin-7-yl)-5-(trifluoromethyl)pyrimidin-2-yl)amino)-3-ethylphenyl)-2,5-diazabicyclo[2.2.1]heptane C(C)(C)(C)[C@@]12NC[C@H](N(C1)C1=CC(=C(C=C1)NC1=NC=C(C(=N1)C1=CC=3S(CCOCC3S1)(=O)=O)C(F)(F)F)CC)C2